C=1N=CN2C1CN(CC2)C2=CC=C(OC1=C(C=C3C=NN(C3=C1)C)C(=O)O)C=C2 6-[4-(6,8-dihydro-5H-imidazo[1,5-a]pyrazin-7-yl)phenoxy]-1-methyl-indazole-5-carboxylic acid